Ethyl-(3-(6-cyanopyridin-2-yl)-1-oxo-1-phenylpropan-2-yl) benzoate C(C1=CC=CC=C1)(=O)OC(C(C1=CC=CC=C1)=O)C(C1=NC(=CC=C1)C#N)CC